FC(OC1=CC=C(C=C1)S(=O)(=O)N[C@H]1[C@@H](CC2=CC=CC=C12)C(=O)OC)(F)F methyl (1S,2R)-1-((4-(trifluoromethoxy)phenyl)sulfonamido)-2,3-dihydro-1H-indene-2-carboxylate